C(C)(C)[C@H]1CO[C@@]23CC[C@@H](C[C@H]3CCC(N21)=O)NCC2=CC=C(C=C2)C(F)(F)F (3S,7aR,9S,11aR)-3-isopropyl-9-[[4-(trifluoromethyl)phenyl]methylamino]-3,6,7,7a,8,9,10,11-octahydro-2H-oxazolo[2,3-j]quinolin-5-one